[O-]CCCC.[O-]CCCC.[O-]CCCC.[Zr+3] Zirconium tributoxide